O.N1C(C(NCC1)=O)=O.N1C(C(NCC1)=O)=O dipiperazinedione-hydrate